BrC1=CC=C(C=C1)[C@@H]1C[C@H]2C(N[C@@H]1C2)=O (1R,4R,6S)-6-(4-bromophenyl)-2-azabicyclo[2.2.1]heptan-3-one